lithio [2,4'-bipyridine]-3-carboxylate N1=C(C(=CC=C1)C(=O)O[Li])C1=CC=NC=C1